FC1=C(C=CC(=C1)F)C1=NN2C(OCC(C2)CO)=C1C(=O)N[C@@H]1C(NC2=C(C(=N1)C1=CC=CC=C1)C=CC=C2F)=O 2-(2,4-difluorophenyl)-N-[(3S)-9-fluoro-2-oxo-5-phenyl-1,3-dihydro-1,4-benzodiazepine-3-yl]-6-(hydroxymethyl)-6,7-dihydro-5H-pyrazolo[5,1-b][1,3]Oxazine-3-carboxamide